1,2-dimethyl 4-[(1r,3r)-3-[(trimethylsilyl)oxy]cyclobutoxy]benzene-1,2-dicarboxylate C[Si](OC1CC(C1)OC=1C=C(C(=CC1)C(=O)OC)C(=O)OC)(C)C